FC(N1OC=CC(=C1)NC(N)=O)(F)F 3-[2-(trifluoromethyl)oxazin-4-yl]urea